β-(3,5-ditert-butyl-4-hydroxyphenyl)propionic acid C(C)(C)(C)C=1C=C(C=C(C1O)C(C)(C)C)CCC(=O)O